(methylthio)thieno[2,3-d]pyrimidine-6-carboxylic acid ethyl ester C(C)OC(=O)C1=CC2=C(N=C(N=C2)SC)S1